(R)-6-chloro-4-((1-(2-(isoindolin-2-yl)-3,7-dimethyl-4-oxo-4H-pyrido[1,2-a]pyrimidin-9-yl)ethyl)amino)pyridazine-3-carboxylic acid ClC1=CC(=C(N=N1)C(=O)O)N[C@H](C)C1=CC(=CN2C1=NC(=C(C2=O)C)N2CC1=CC=CC=C1C2)C